fluorosulfonyl-copper difluoroacetate salt FC(C(=O)[O-])F.FS(=O)(=O)[Cu+]